C(CC1=CC=CC=C1)OC(C1=CC=CC=C1)=O Phenethyl-benzoat